C(C)(=O)NC=1C(=C(C=CC1)C=1N=C(SC1C1=NC(=NC=C1)NC1CC2(CS(C2)(=O)=O)C1)N1C2CN(CC1CC2)C(=O)OC(C)(C)C)F tert-butyl 8-(4-(3-acetamido-2-fluorophenyl)-5-(2-((2,2-dioxo-2-thiaspiro[3.3]hept-6-yl) amino) pyrimidin-4-yl) thiazol-2-yl)-3,8-diazabicyclo[3.2.1]octane-3-carboxylate